tert-Butyl 4-[4-[3-cyano-5-[1-(3-methylsulfonylphenyl) ethoxy]imidazo[1,2-a]pyridin-7-yl]-5-methyl-triazol-1-yl]piperidine-1-carboxylate C(#N)C1=CN=C2N1C(=CC(=C2)C=2N=NN(C2C)C2CCN(CC2)C(=O)OC(C)(C)C)OC(C)C2=CC(=CC=C2)S(=O)(=O)C